OC1=C(C=CC(=C1)OC(C)(C(=C)N=O)C)C(\C=C\C1=CC=C(C=C1)O)=O (E)-1-[2-Hydroxy-4-(2-methyl-3-nitrosobut-3-en-2-yl)oxyphenyl]-3-(4-hydroxyphenyl)prop-2-en-1-one